4-((7-methoxy-1H-imidazo[4,5-c][1,8]naphthyridin-1-yl)methyl)benzenesulfonamide COC=1C=CC=2C3=C(C=NC2N1)N=CN3CC3=CC=C(C=C3)S(=O)(=O)N